Tert-Butyl 4-((1s,3s)-3-(4-(3-(7-amino-2-(2-hydroxyphenyl)imidazo[1,2-a]pyrimidin-6-yl)prop-2-yn-1-yl)piperidin-1-yl)cyclobutoxy)piperidine-1-carboxylate NC1=NC=2N(C=C1C#CCC1CCN(CC1)C1CC(C1)OC1CCN(CC1)C(=O)OC(C)(C)C)C=C(N2)C2=C(C=CC=C2)O